(11R)-tert-Butyl 3,11-dimethyl-6,7,10,11-tetrahydro-5H-pyrido[4',3':3,4]-pyrazolo[1,5-a][1,2,4]triazolo[3,4-c][1,4]diazepine-12(13H)-carboxylate CC1=NN=C2C=3N(CCCN21)N=C2C3CN([C@@H](C2)C)C(=O)OC(C)(C)C